(S)-3-((3-(3-bromo-2-methylphenoxy)propyl)amino)-propane-1,2-diol BrC=1C(=C(OCCCNC[C@@H](CO)O)C=CC1)C